BrC1=CC=C(C=C1)C=1N=CC(=NC1)CN1CCOCC1 4-((5-(4-bromophenyl)pyrazin-2-yl)methyl)morpholine